5-((1,4-dimethoxy-3-methylnaphthalen-2-yl)methyl)-2-(methoxy)pyrimidine COC1=C(C(=C(C2=CC=CC=C12)OC)C)CC=1C=NC(=NC1)OC